BrC1=C(C=CC(=N1)N(C(OC(C)(C)C)=O)C)F tert-butyl (6-bromo-5-fluoropyridin-2-yl)(methyl)carbamate